pyrrolidin-1-yl-[1,1':3',1'']-terphenyl N1(CCCC1)C1=C(C=CC=C1)C1=CC(=CC=C1)C1=CC=CC=C1